3-(((R)-1-((tert-butyldimethylsilyl)oxy)propan-2-yl)amino)-6-chloro-N-((R)-1-(2-fluoro-3-(trifluoromethyl)phenyl)ethyl)pyridazine-4-carboxamide [Si](C)(C)(C(C)(C)C)OC[C@@H](C)NC=1N=NC(=CC1C(=O)N[C@H](C)C1=C(C(=CC=C1)C(F)(F)F)F)Cl